4-(3-(3-ethyl-4-(3-(piperazin-1-yl)propyl)phenyl)-4,4-dimethyl-5-oxo-2-thioxoimidazolidin-1-yl)-2-(trifluoromethyl)benzonitrile C(C)C=1C=C(C=CC1CCCN1CCNCC1)N1C(N(C(C1(C)C)=O)C1=CC(=C(C#N)C=C1)C(F)(F)F)=S